C(C)OC(=O)C1=NC2=CC=C(C=C2C(=C1)C(F)(F)F)N1CCC2(CC(=C2)C=2C(=NOC2C2CC2)C2=C(C=NC=C2Cl)Cl)CC1 6-(2-(5-cyclopropyl-3-(3,5-dichloropyridin-4-yl)isoxazol-4-yl)-7-azaspiro[3.5]non-1-en-7-yl)-4-(trifluoromethyl)quinoline-2-carboxylic acid ethyl ester